4-((R)-2-Methylpiperazin-1-yl)-7-(1H-pyrazol-3-yl)imidazo[1,5-b]pyridazine C[C@H]1N(CCNC1)C=1C=2N(N=CC1)C(=NC2)C2=NNC=C2